(4-((S)-7-(((R)-6-(2-chloro-4-fluorophenyl)-5-(methoxycarbonyl)-2-(thiazol-2-yl)-1,6-dihydropyrimidin-4-yl)methyl)-3-oxohexahydroimidazo[1,5-a]pyrazin-2(3H)-yl)phenyl)propionic acid ClC1=C(C=CC(=C1)F)[C@H]1C(=C(N=C(N1)C=1SC=CN1)CN1C[C@@H]2N(CC1)C(N(C2)C2=CC=C(C=C2)C(C(=O)O)C)=O)C(=O)OC